6-Methyl-9-(2-pyrimidinyl)-1,2,3,9-tetrahydrocarbazol-4-one CC=1C=C2C=3C(CCCC3N(C2=CC1)C1=NC=CC=N1)=O